N1=NC=CC=CC2=C1C=CC=C2 benzodiazocine